ethyl 3-iodo-1H-pyrazolo[3,4-b]pyridine-4-carboxylate IC1=NNC=2N=CC=C(C21)C(=O)OCC